C(N)(S)=S.C(CCCCCC(C)C)[Zn]CCCCCCC(C)C di-isononyl-zinc dithiocarbamate